C(C1=CC=CC=C1)OC(C(=O)NNC(=O)C1=NC(=C(C=C1)C(F)(F)F)OCCCC=C)(CC=C)C(F)(F)F N'-[2-benzyloxy-2-(trifluoromethyl)pent-4-enoyl]-6-pent-4-enoxy-5-(trifluoromethyl)pyridine-2-carbohydrazide